methyl 4-((2-butyl-4-methyl-5-(2-morpholino-2-oxoethyl)-6-oxopyrimidin-1(6H)-yl)methyl)-2'-(N-(4,5-dimethylisoxazol-3-yl)-N-(methoxymethyl)sulfamoyl)-[1,1'-biphenyl]-2-carboxylate C(CCC)C=1N(C(C(=C(N1)C)CC(=O)N1CCOCC1)=O)CC=1C=C(C(=CC1)C1=C(C=CC=C1)S(N(COC)C1=NOC(=C1C)C)(=O)=O)C(=O)OC